N-[5-(Butylsulfamoyl)-2-methylthiophen-3-yl]-2-(4-fluorobenzenesulfonamido)acetamide C(CCC)NS(=O)(=O)C1=CC(=C(S1)C)NC(CNS(=O)(=O)C1=CC=C(C=C1)F)=O